C(C)(=O)O\C(\C(=O)OCC)=C/C1C(C1)(F)F Ethyl (Z)-2-acetoxy-3-(2,2-difluorocyclopropyl)acrylate